C(C)(C)(C)OC(=O)N1[C@@H](CN(CC1)CCC1=CC=C(C=C1)C(F)(F)F)COC(F)F (S)-2-((difluoromethoxy)methyl)-4-(4-(trifluoromethyl)phenethyl)piperazine-1-carboxylic acid tert-butyl ester